The molecule is a member of quinolines, a carbamate ester, a methyl ester and an aromatic ether. It derives from a tert-butanol and a 2-aminoacrylic acid. CC(C)(C)OC(=O)N/C(=C/C1=CC2=C(C=C1)N=C(C=C2)OC3=CC=CC=C3)/C(=O)OC